ClC1=C(C=CC=C1)N1N=CC2=C1N=C(NC2=O)C[C@H](C(F)(F)F)C 1-(2-chlorophenyl)-6-[(2R)-3,3,3-trifluoro-2-methylpropyl]-1,5-dihydro-4H-pyrazolo[3,4-d]pyrimidine-4-one